4-(difluoromethoxy)-1H-pyrrolo[3,2-c]pyridin FC(OC1=NC=CC2=C1C=CN2)F